1-(4-fluorophenyl)-2-phenylpropan-1-one FC1=CC=C(C=C1)C(C(C)C1=CC=CC=C1)=O